C1(CCCC1)N1C(N(CC1)C1CNCCC1)=O cyclopentyl-3-(piperidin-3-yl)imidazolin-2-one